N(=[N+]=[N-])[C@@H]1[C@H](O[C@H](C1)N1C(NC(C(=C1)C)=O)=O)CO[P+](=O)O [(2S,3S,5R)-3-azido-5-(5-methyl-2,4-dioxopyrimidin-1-yl)oxolan-2-yl]methoxy-hydroxy-oxophosphanium